NCC=CC1=CC=C(C=C1)\C\1=N/[C@@H](C=2N(C3=C1C(=C(S3)C)C)C(=NN2)C)CC(=O)OC(C)(C)C tert-butyl (R,E)-2-(4-(4-(3-aminoprop-1-en-1-yl)phenyl)-2,3,9-trimethyl-6H-thieno[3,2-f][1,2,4]triazolo[4,3-a][1,4]diazepin-6-yl)acetate